FC1(CC(C1)(C(NC)=O)NC(C(=O)C1=C(C(=C(N1C)C)C(=O)NC1=CC(=C(C=C1)F)C)C)=O)F 5-(2-((3,3-difluoro-1-(methylcarbamoyl)cyclobutyl)amino)-2-oxoacetyl)-N-(4-fluoro-3-methylphenyl)-1,2,4-trimethyl-1H-pyrrole-3-carboxamide